C(CCC)N(CCC[Si](C=1C=C(C=C)C=CC1)(OCC)OCC)CCCC 3-[(3-dibutylaminopropyl)diethoxysilyl]styrene